ONC(=O)C1=CC=C(CNC(C2=CC=CC=C2)=O)C=C1 N-(4-(hydroxycarbamoyl)benzyl)benzamide